(Methoxymethyl)triphenylphosphonium bromide [Br-].COC[P+](C1=CC=CC=C1)(C1=CC=CC=C1)C1=CC=CC=C1